4-amino-N-((5-bromopyridin-2-yl)methyl)-7-fluoro-N,1-dimethyl-1H-pyrazolo[4,3-c]quinoline-8-carboxamide NC1=NC=2C=C(C(=CC2C2=C1C=NN2C)C(=O)N(C)CC2=NC=C(C=C2)Br)F